dimyristoyl-glutamic acid lysine salt N[C@@H](CCCCN)C(=O)O.C(CCCCCCCCCCCCC)(=O)N([C@@H](CCC(=O)O)C(=O)O)C(CCCCCCCCCCCCC)=O